C(C(O)CO)OC(CCCCCCC)=O caprylyl glyceryl ether